6-chloro-4-iodo-3-[(4-methoxyphenyl)methoxy]-2-methylpyridine ClC1=CC(=C(C(=N1)C)OCC1=CC=C(C=C1)OC)I